diisobutenyl carbonate C(OC=C(C)C)(OC=C(C)C)=O